2-(1-(4-chloropyridin-2-yl)-1H-pyrazol-3-yl)-N-(5-cyclopropyl-1H-pyrazol-3-yl)acetamide ClC1=CC(=NC=C1)N1N=C(C=C1)CC(=O)NC1=NNC(=C1)C1CC1